5,6-difluoro-1H-benzo[d]imidazole-2-carboxylic acid FC1=CC2=C(NC(=N2)C(=O)O)C=C1F